3,4-dihydro-5-methyl-1(2H)isoquinolinone CC1=C2CCNC(C2=CC=C1)=O